Benzo[d][1,3]dioxol-5-ylboronic acid O1COC2=C1C=CC(=C2)B(O)O